6-methyl-1H-indol-5-ol CC1=C(C=C2C=CNC2=C1)O